methyl 6-bromo-1,2-benzoxazole-3-carboxylate BrC1=CC2=C(C(=NO2)C(=O)OC)C=C1